3-(2-amino-[1,2,4]triazolo[1,5-a]pyridin-7-yl)-6-chloro-N-(3-(4-chlorophenyl)-2,2-difluoro-3-hydroxybutyl)-2-fluorobenzamide NC1=NN2C(C=C(C=C2)C=2C(=C(C(=O)NCC(C(C)(O)C3=CC=C(C=C3)Cl)(F)F)C(=CC2)Cl)F)=N1